COC1=CC=C(C=C1)[C@H]1[C@@H](C1)NC(OC(C)(C)C)=O tert-butyl (1R,2S)-2-(4-methoxyphenyl)cyclopropylcarbamate